2-(azidomethyl)-6-cyclopropyl-[1,2,4]triazolo[1,5-b]pyridazine N(=[N+]=[N-])CC1=NN2N=C(C=CC2=N1)C1CC1